NC1=NC=NN2C1=C(C(=C2CN2CCN(CC2)C(=O)OC(C)(C)C)Cl)Br tert-Butyl 4-[(4-amino-5-bromo-6-chloropyrrolo[2,1-f][1,2,4]triazin-7-yl)methyl]piperazine-1-carboxylate